C(C=C)(=O)N1C[C@@H](CCC1)N1N=C(C=2C1=NC=NC2N)C(=O)NC2=C(C(=C(C=C2)CC(=O)N(C)C)C)Cl (R)-1-(1-acryloylpiperidine-3-yl)-4-amino-N-(2-chloro-4-(2-(dimethylamino)-2-oxoethyl)-3-methylphenyl)-1H-pyrazolo[3,4-d]pyrimidine-3-carboxamide